BrC1=C(C(=CC=C1)Cl)CCl 1-bromo-3-chloro-2-(chloromethyl)benzene